4-(2-azaspiro[3.3]heptan-6-yl)-1,4-thiazinane 1,1-dioxide C1NCC12CC(C2)N2CCS(CC2)(=O)=O